1,1,2,2-tetrafluoroethyldifluoromethyl ether FC(C(F)F)(F)C(F)(F)OC(C(C(F)F)(F)F)(F)F